3-(2-(benzyloxy)-5-fluorophenyl)pentane-1,5-diyl bis(4-methylbenzenesulfonate) CC1=CC=C(C=C1)S(=O)(=O)OCCC(CCOS(=O)(=O)C1=CC=C(C=C1)C)C1=C(C=CC(=C1)F)OCC1=CC=CC=C1